N-[[(1R,2S)-2-fluorocyclopropyl]methyl]-2-[[(2s)-spiro[2.2]pentane-2-carbonyl]amino]-4,5,6,7-tetrahydro-1-benzothiophene-3-carboxamide F[C@@H]1[C@H](C1)CNC(=O)C1=C(SC2=C1CCCC2)NC(=O)[C@H]2CC21CC1